BrCCCC(CCCCCCCCCCCC)OC1OCCCC1 2-((1-Bromohexadecan-4-yl)oxy)tetrahydro-2H-pyran